3-(2-bromophenethyl)azetidine BrC1=C(CCC2CNC2)C=CC=C1